Diethyl (2-((2-((S)-2-((5-dodecyl-2-(((R)-1-hydroxy-3-((triisopropylsilyl)oxy)propan-2-yl)carbamoyl)phenoxy)methyl)-pyrrolidin-1-yl)-2-oxoethyl)(methyl)amino)-2-oxoethyl)phosphonate C(CCCCCCCCCCC)C=1C=CC(=C(OC[C@H]2N(CCC2)C(CN(C(CP(OCC)(OCC)=O)=O)C)=O)C1)C(N[C@H](CO)CO[Si](C(C)C)(C(C)C)C(C)C)=O